ClC1=CC(=C2C(=N1)C(=NN2COCC[Si](C)(C)C)N(C)C)C=O chloro-3-(dimethylamino)-1-((2-(trimethylsilyl)ethoxy)methyl)-1H-pyrazolo[4,3-B]pyridine-7-carbaldehyde